C[C@H]1[C@@H]([C@H]([C@H]([C@@H](O1)O)O[C@@H]2[C@@H]([C@H](C=C(O2)C(=O)O)O)O)O)O The molecule is a glycosylrhamnose that is 4-deoxy-beta-L-threo-hex-4-enopyranuronose joined by a (1->2)-glycosidic link to alpha-L-rhamnopyranose. It is a hexuronic acid and a glycosylrhamnose. It is a conjugate acid of a 2-O-(4-deoxy-beta-L-threo-hex-4-enopyranuronosyl)-alpha-L-rhamnopyranose(1-).